CN1C2=C(C3=CC=CC=C13)C=C(S2)C(=O)N[C@H](C)C2=CC=C(C(=O)N1[C@@H](CCC1)C(=O)OC)C=C2 methyl (4-((R)-1-(8-methyl-8H-thieno[2,3-b]indole-2-carboxamido)ethyl)benzoyl)-L-prolinate